tert-butyl ((6-bromo-5-(trifluoromethyl)-1H-indol-2-yl)methyl)carbamate BrC1=C(C=C2C=C(NC2=C1)CNC(OC(C)(C)C)=O)C(F)(F)F